3-((4-([1,1'-biphenyl]-4-yl)pyridin-2-yl)methyl)-3-azaspiro[5.5]undecane C1(=CC=C(C=C1)C1=CC(=NC=C1)CN1CCC2(CC1)CCCCC2)C2=CC=CC=C2